CN(C)C(ON1C(C=CC=C1)=O)=[N+](C)C [dimethylamino-(2-oxopyridin-1-yl)oxymethylidene]-dimethylazanium